C(C1=CC=CC=C1)=CC(=O)C=CC1=CC=CC=C1 DIBENZYLIDENEACETONE